N-(3-hydroxyphenyl)methanesulfonamide OC=1C=C(C=CC1)NS(=O)(=O)C